CNC(=O)C1=CC(=NC=C1)S(=O)(=O)C N-methyl-2-methylsulfonyl-pyridine-4-carboxamide